N-[3-(dimethylsulfamoyl)-4-methyl-phenyl]-2-(4-fluoro-6-oxo-pyridazin-1-yl)acetamide CN(S(=O)(=O)C=1C=C(C=CC1C)NC(CN1N=CC(=CC1=O)F)=O)C